1-phenyl-4-(4'-carbomethoxyphenyl)-3-butyn-1-ol C1(=CC=CC=C1)C(CC#CC1=CC=C(C=C1)C(=O)OC)O